ClC=1C=C2C=C(NC2=CC1CCC1=NOC=C1)CNC(=O)N1CCCC1 N-((5-chloro-6-(2-(isoxazol-3-yl)ethyl)-1H-indol-2-yl)methyl)pyrrolidine-1-carboxamide